7-((3-cyclopropyl-6-(4-cyclopropyl-6-methoxypyrimidin-5-yl)-1H-pyrazolo[3,4-d]pyrimidin-1-yl)methyl)-3-(trifluoromethyl)-5H-imidazo[2,1-a]isoindole C1(CC1)C1=NN(C2=NC(=NC=C21)C=2C(=NC=NC2OC)C2CC2)CC=2C=C1CN3C(C1=CC2)=NC=C3C(F)(F)F